3-(5-chloro-2-(difluoromethoxy)phenyl)-1H-pyrazol-4-amine hydrochloride Cl.ClC=1C=CC(=C(C1)C1=NNC=C1N)OC(F)F